silver-scandium [Sc].[Ag]